N-(1-cyclohexyl-6-(2-fluorophenyl)-1H-pyrazolo[3,4-d]pyrimidin-4-yl)-5-nitrothiophene-2-carboxamide C1(CCCCC1)N1N=CC=2C1=NC(=NC2NC(=O)C=2SC(=CC2)[N+](=O)[O-])C2=C(C=CC=C2)F